CN(C(OC(C)(C)C)=O)CCCCC1=NC2=CC=C(C=C2C(N1CC(C)(C)C)=O)C tert-butyl methyl(4-(6-methyl-3-neopentyl-4-oxo-3,4-dihydroquinazolin-2-yl)butyl)carbamate